3-chloro-4-(6-fluoropyridin-3-yl)-6-(1-methyl-1H-pyrazol-4-yl)pyrazolo[1,5-a]pyridine ClC=1C=NN2C1C(=CC(=C2)C=2C=NN(C2)C)C=2C=NC(=CC2)F